3-amino-1-(tert-butyl)pyrrolidin-2-one NC1C(N(CC1)C(C)(C)C)=O